1-tert-butyl (S)-4-(7-(5-cyano-1-methyl-1H-pyrazol-3-yl)-5-cyclopropyl-7H-pyrrolo[2,3-d]pyrimidin-4-yl)-3-methylpiperazine-1-carboxylate C(#N)C1=CC(=NN1C)N1C=C(C2=C1N=CN=C2N2[C@H](CN(CC2)C(=O)OC(C)(C)C)C)C2CC2